3-Methoxyimidazo[1,2-a]pyridine-2-carboxylic acid COC1=C(N=C2N1C=CC=C2)C(=O)O